OC1=CC=C(C2OC3=CC(=CC=C3C(C2O)(O)OC)O)C=C1 4',7-dihydroxy-4-methoxyflavan-3,4-diol